5-(5-((3-cyanophenyl)(cyclopropylmethoxy)methyl-2-fluorophenylcarbamoyl)-3-(trifluoromethyl)-1H-pyrazol-1-yl)benzylcarbamate C(#N)C=1C=C(C=CC1)C=1C(=C(C=CC1)N(C(=O)C1=CC(=NN1C=1C=CC=C(CNC([O-])=O)C1)C(F)(F)F)COCC1CC1)F